2-(2-hydroxy-3,5-di-pentylphenyl)benzotriazole OC1=C(C=C(C=C1CCCCC)CCCCC)N1N=C2C(=N1)C=CC=C2